2-phenylethenesulfonyl fluoride C1(=CC=CC=C1)C=CS(=O)(=O)F